FC1(CCN(CC1)C(=O)C1=CC=C(C=C1)C=1C=C(C2=C(C=C(O2)CNC(\C=C\C=2C=NC=CC2)=O)C1)C=1C=NC=CC1)F (E)-N-((5-(4-(4,4-difluoro-piperidine-1-carbonyl)phenyl)-7-(pyridin-3-yl)benzofuran-2-yl)methyl)-3-(pyridin-3-yl)acrylamide